5-[(m-tolyloxymethylthio)methyl]oxazol-2(3H)-one C1(=CC(=CC=C1)OCSCC1=CNC(O1)=O)C